FC(S(=O)(=O)OC=1C=C2C(=CN(C(C2=CC1F)=O)C1=C(C=CC=C1)C)C(C)C)(F)F 7-Fluoro-4-isopropyl-1-oxo-2-(o-tolyl)-1,2-dihydroisoquinolin-6-yl trifluoromethanesulfonate